The molecule is a benzylisoquinoline alkaloid that is isoquinoline substituted by methoxy groups at positions 6 and 7 and a 3,4-dimethoxybenzyl group at position 1. It has been isolated from Papaver somniferum. It has a role as a vasodilator agent and an antispasmodic drug. It is a benzylisoquinoline alkaloid, a member of isoquinolines and a dimethoxybenzene. COC1=C(C=C(C=C1)CC2=NC=CC3=CC(=C(C=C32)OC)OC)OC